FC(C=1C=C(CN2C=C(C=3C2=NC=CC3Br)/C=C(/C(=O)OCC)\C#N)C=C(C1)C(F)(F)F)(F)F (E)-ethyl 3-(1-(3,5-bis(trifluoromethyl) benzyl)-4-bromo-1H-pyrrolo[2,3-b]pyridin-3-yl)-2-cyanoacrylate